Tert-butyl 4-(4-{2-[ethyl(propan-2-yl)carbamoyl]-4-fluorophenyl}-7-methylimidazo[1,5-b]pyridazin-2-yl)piperidine-1-carboxylate C(C)N(C(=O)C1=C(C=CC(=C1)F)C=1C=2N(N=C(C1)C1CCN(CC1)C(=O)OC(C)(C)C)C(=NC2)C)C(C)C